FC([C@@H](C1=CC=C(C=C1)F)N1N=CC(=C1)C1=NC(=NC=C1)C=1C=C(C=2N(C1)N=C(N2)N)F)(C)F (R)-6-(4-(1-(2,2-difluoro-1-(4-fluorophenyl)propyl)-1H-pyrazol-4-yl)pyrimidin-2-yl)-8-fluoro-[1,2,4]triazolo[1,5-a]pyridin-2-amine